OC1(CC#N)C(C=C(C(=C1)O)O)O 1,2,4,5-tetrahydroxybenzyl cyanide